COC1=CC2=C(NC(=N2)CC#N)C=C1 2-(5-methoxy-1H-benzo[d]imidazol-2-yl)acetonitrile